hydroxy(phosphonooxy)phosphorus O[P]OP(=O)(O)O